C1(=CCCC1)C#N cyclopent-1-ene-1-carbonitrile